6-azaspiro[2.5]octan-6-ium C1CC12CC[NH2+]CC2